4-hydroxy-1,5-naphthyridine europium [Eu].OC1=CC=NC2=CC=CN=C12